N-(4-(4-amino-7-methyl-5-(2-methyl-2H-indazol-5-yl)-7H-pyrrolo[2,3-d]pyrimidin-6-yl)phenyl)methacrylamide NC=1C2=C(N=CN1)N(C(=C2C2=CC1=CN(N=C1C=C2)C)C2=CC=C(C=C2)NC(C(=C)C)=O)C